C1(=CC=CC2=CC=CC=C12)S(=O)(=O)[O-].C(C=C)C1(C2=[N+]([C@@H]([C@H](C1)C1=CC(=CC=C1)Cl)C1=CC=C(C=C1)Cl)[C@H](CO2)C(C)C)C (3S,5S,6R,5S)-8-Allyl-6-(3-chlorophenyl)-5-(4-chlorophenyl)-3-isopropyl-8-methyl-2,3,5,6,7,8-hexahydrooxazolo[3,2-a]pyridin-4-ium naphthalene-1-sulfonate